NC1=C(C=CC=C1)C1=C(C=CC=C1)[Pd] {2'-amino-[1,1'-biphenyl]-2-yl}palladium